dithiooleate C(CCCCCCC\C=C/CCCCCCCC)(=S)[S-]